2-Hexylthiolane C(CCCCC)C1SCCC1